FC=1C=C(C=C(C1F)S(N)(=O)=O)NC(C1=C(N=CC(=C1)C(F)(F)F)N1CCC(CC1)(F)F)=O N-(3,4-difluoro-5-sulfamoylphenyl)-2-(4,4-difluoropiperidin-1-yl)-5-(trifluoro-methyl)nicotinamide